The molecule is a C3 cyanine dye having 3-ethyl-1,3-benzoxazol-2(3H)-yl units at each end. It has a role as a fluorochrome. It is an organic iodide salt, a cyanine dye and a member of 1,3-benzoxazoles. It contains a C3-oxacyanine cation. CCN\\1C2=CC=CC=C2O/C1=C/C=C/C3=[N+](C4=CC=CC=C4O3)CC.[I-]